C(#N)C=1N=C(N(C1)CC)C1=CC=C(C=C1)NC(OC(C)(C)C)=O tert-butyl (4-(4-cyano-1-ethyl-1H-imidazol-2-yl)phenyl)carbamate